tert-Butyl 5-bromo-2-pyridinecarboxylate BrC=1C=CC(=NC1)C(=O)OC(C)(C)C